ClC1=CC=C(CNC(=O)NC2CC3(C2)CC(C3)C(C)O)C=C1 1-(4-chlorobenzyl)-3-(6-(1-hydroxyethyl)spiro[3.3]heptan-2-yl)urea